C(=O)C1=C(C(=O)O)C=C(C=C1)O 2-FORMYL-5-HYDROXYBENZOIC ACID